N-[5-(cyanomethyl)-3-fluoro-6-methoxy-2-pyridyl]-7-cyclopropyl-imidazo[1,2-a]pyridine-3-sulfonamide C(#N)CC=1C=C(C(=NC1OC)NS(=O)(=O)C1=CN=C2N1C=CC(=C2)C2CC2)F